C1(=CC=CC=C1)[P](C1=CC=C(C=C1)C)=O phenyl-(4-methylphenyl)phosphorus oxide